FC1=C(OCC(=O)N2CC3=C(CC2)SC(=C3)C3=NOC(=N3)C(F)(F)F)C=CC(=C1)C 2-(2-fluoro-4-methylphenoxy)-1-(2-(5-(trifluoromethyl)-1,2,4-oxadiazol-3-yl)-6,7-dihydrothieno[3,2-c]pyridin-5(4H)-yl)ethan-1-one